C1(CC1)[C@H](N1CCOC2=C(C1=O)C=C(C=C2C=2C(=NN(C2)CC)C(F)(F)F)CN2C(=NC=C2)C)C2=NC=CC(=C2)OC (S)-4-(Cyclopropyl(4-methoxypyridin-2-yl)methyl)-9-(1-ethyl-3-(trifluoromethyl)-1H-pyrazol-4-yl)-7-((2-methyl-1H-imidazol-1-yl)methyl)-3,4-dihydrobenzo[f][1,4]oxazepin-5(2H)-one